13-bromo-14-hydroxy-10,16,16-trioxo-19-(trifluoromethyl)-9-oxa-16λ6-thia-17,20-diazatetracyclo[16.3.1.111,15.02,7]tricosa-1(22),2(7),3,5,11,13,15(23),18,20-nonaene-4-carbonitrile BrC=1C=C2C(OCC=3C=CC(=CC3C=3C=NC(=C(NS(C(C1O)=C2)(=O)=O)C3)C(F)(F)F)C#N)=O